C(C)(=O)OC1=C(C=C(C=C1)\C=C\C)OC [2-methoxy-4-[(E)-prop-1-enyl] phenyl] acetate